C1(=CC=CC=C1)[N+]1=CC=C(C=C1)C1=CC=[N+](C=C1)C1=CC=C(C=C1)CCP(=O)(O)O 1-phenyl-1'-(4-(2-phosphonoethyl)phenyl)-[4,4'-bipyridine]-1,1'-diium